Ethyl 1-(3-chlorophenyl)-7-oxo-6-[3-(piperidin-1-ylmethyl) phenyl]-4,5-dihydropyrazolo[3,4-c]pyridine-3-carboxylate ClC=1C=C(C=CC1)N1N=C(C2=C1C(N(CC2)C2=CC(=CC=C2)CN2CCCCC2)=O)C(=O)OCC